C1=C(C=CC2=CC=CC=C12)/C=C/C(=O)C1=CC=C(C=C1)OC1OCCCC1 (E)-3-Naphthalen-2-yl-1-[4-(oxan-2-yloxy)phenyl]prop-2-en-1-one